ClC=1C=C2C(=NC(=NC2=C(C1C1=C2C=NNC2=CC=C1C)OC1CC1)OC[C@H]1N(CCC1)C)N1CCNCC1 6-chloro-8-cyclopropoxy-7-(5-methyl-1H-indazol-4-yl)-2-(((S)-1-methylpyrrolidin-2-yl)methoxy)-4-(piperazin-1-yl)quinazoline